[Cl-].[Cl-].C[SiH]([Zr+2](C1C(=CC2=C(C=CC=C12)C1=CC=CC=C1)C)C1C(=CC2=C(C=CC=C12)C1=CC=CC=C1)C)C dimethyl-silyl-bis(2-methyl-4-phenylindenyl)zirconium dichloride